C(CCCCCCC\C=C\CCCCCCCC)NCCCCCCCCCCCCCCCCCCCC elaidyleicosylamine